FC1=C(C=C(C=C1C)C1=C(C=CC=C1C)C)[C@H](CC(=O)[O-])NC([C@H](CC(C)C)N1N=C(C=C(C1=O)C)CCN1CC(C1)(C)C)=O (S)-3-(4-fluoro-2',5,6'-trimethyl-[1,1'-biphenyl]-3-yl)-3-((S)-2-(3-(2-(3,3-Dimethylazetidin-1-yl)ethyl)-5-methyl-6-oxopyridazin-1(6H)-yl)-4-Methylvalerylamino)propionate